3-[5-(chloromethyl)-3-methyl-2-oxo-benzimidazol-1-yl]piperidine-2,6-dione ClCC1=CC2=C(N(C(N2C)=O)C2C(NC(CC2)=O)=O)C=C1